3-(trifluoromethyl)azacyclobutane FC(C1CNC1)(F)F